CC1=CC=C(C=C1)S(=O)(=O)O.CC1=CC=C(S1)S(=O)(=O)N1N=C2C(=C1)CNC2 2-[(5-methyl-2-thienyl)sulfonyl]-5,6-dihydro-4H-pyrrolo[3,4-c]pyrazole 4-methylbenzenesulfonate